FC(C1=C(CCC2CN(CCC2)C2=CN=CC(=N2)C=2CCN(CC2)C(C)=O)C=CC=C1)(F)F 1-(4-(6-(3-(2-(trifluoromethyl)phenethyl)piperidin-1-yl)pyrazin-2-yl)-3,6-dihydropyridin-1(2H)-yl)ethan-1-one